2-[(2E)-2-(aminomethyl)-3-fluoroprop-2-en-1-yl]-4-(6'-methoxy-5-methyl-2,3'-bipyridin-6-yl)-2,4-dihydro-3H-1,2,4-triazol-3-one hydrochloride Cl.NC/C(/CN1N=CN(C1=O)C1=C(C=CC(=N1)C=1C=NC(=CC1)OC)C)=C\F